4-hydroxy-3-(1,2,5,6-tetrahydropyridin-3-yl)-1-benzofuran-7-carbonitrile OC1=CC=C(C2=C1C(=CO2)C=2CNCCC2)C#N